CC(C[Si](OCOC1=CC=CC=C1)(CC)CC)(C)C trimethyl-phenoxyl-triethyl-methoxysilane